4-(2-(bicyclo[1.1.1]pentan-1-ylamino)-2-oxoacetyl)-3-chloro-1-methyl-1H-pyrrole-carboxylic acid ethyl ester C(C)OC(=O)C=1N(C=C(C1Cl)C(C(=O)NC12CC(C1)C2)=O)C